C(C)C1([C@H]2CN(C[C@@H]12)C(=O)O)C(=O)O 6-ethyl-(1r,5s,6r)-3-azabicyclo[3.1.0]hexane-3,6-dicarboxylic acid